C[C@]12CC[C@H]3[C@H]([C@@H]1CC[C@@H]2C(=O)NC(C)(C)C)CC[C@@H]4[C@@]3(C=CC(=O)N4)C (1S,3aS,3bS,5aR,9aR,9bS,11aS)-N-tert-butyl-9a,11a-dimethyl-7-oxo-1,2,3,3a,3b,4,5,5a,6,9b,10,11-dodecahydroindeno[5,4-f]quinoline-1-carboxamide